OC1(CN(CC1)C1=CC=CC(=N1)S(=O)(=O)NC(=O)C1CC1)C N-((6-(3-hydroxy-3-methylpyrrolidin-1-yl)pyridin-2-yl)sulfonyl)cyclopropanecarboxamide